(4-fluoro-2-(trifluoromethyl)benzyl)-5,6,8,9-tetrahydro-7H-imidazo[1,2-d][1,4]diazepine-7-carboxylic acid tert-butyl ester C(C)(C)(C)OC(=O)N1CCN2C(CC1)=NC(=C2)CC2=C(C=C(C=C2)F)C(F)(F)F